N-{[4-(piperidine-1-sulfonyl)phenyl]methyl}imidazo[1,2-a]pyridine-7-carboxamide N1(CCCCC1)S(=O)(=O)C1=CC=C(C=C1)CNC(=O)C1=CC=2N(C=C1)C=CN2